C(C)OC(=O)C1(CCC1)NC1=C2C=CN=CC2=CC=C1Br ((6-bromoisoquinolin-5-yl)amino)cyclobutane-1-carboxylic acid ethyl ester